FC1=CC=CC=2N=C(SC21)C 7-fluoro-2-methyl-1,3-benzothiazole